CC(C)(C(=O)[O-])C 2,2-dimethyl-3-propanoate